4-(1-(4-(3-(1-methyl-1H-indazol-6-yl)-1,4-dihydro-thieno[2',3':4,5]cyclopenta[1,2-c]pyrazol-6-yl)phenyl)propyl)morpholine CN1N=CC2=CC=C(C=C12)C=1C2=C(NN1)C1=C(C2)SC(=C1)C1=CC=C(C=C1)C(CC)N1CCOCC1